ClC=1C=CC(=NC1)N1CCN(CC1)C(CCO[C@@H](COC=1C(=CN=NC1)C(F)(F)F)C)=O (R)-5-(2-(3-(4-(5-chloropyridin-2-yl)piperazin-1-yl)-3-oxopropoxy)propoxy)-4-(trifluoromethyl)pyridazin